[(2R,3S,4R,5R)-3,4-diacetoxy-5-[2-(2-methylpropanoylamino)-6-oxo-1H-purin-9-yl]-2-[2-[2-(2-triisopropylsilyloxyethoxy)ethoxy]ethoxymethyl]tetrahydrofuran-2-yl]methyl acetate C(C)(=O)OC[C@]1(O[C@H]([C@@H]([C@@H]1OC(C)=O)OC(C)=O)N1C=2N=C(NC(C2N=C1)=O)NC(C(C)C)=O)COCCOCCOCCO[Si](C(C)C)(C(C)C)C(C)C